CNC1=CC=C(C=C1)C1CCOCC1 n-methyl-4-(oxacyclohex-4-yl)aniline